FC1=C(C=CC=C1)S(=O)(=NCC1=CC=C(C=C1)C1=NOC(=N1)C(F)(F)F)C (2-fluorophenyl)(methyl)((4-(5-(trifluoromethyl)-1,2,4-oxadiazol-3-yl)benzyl)imino)-λ6-sulfanone